[Pd+2].C(C1=CC=CC=C1)=CC(=O)C=CC1=CC=CC=C1.C(C1=CC=CC=C1)=CC(=O)C=CC1=CC=CC=C1 bisdibenzylideneacetone palladium (II)